FC(COCCN(CCC(C(=O)O)NC(=O)C1=NC=CC=C1C(F)(F)F)CCCCC1=NC=2NCCCC2C=C1)F 4-[2-(2,2-difluoroethoxy)ethyl-[4-(5,6,7,8-tetrahydro-1,8-naphthyridin-2-yl)butyl]amino]-2-[[3-(trifluoromethyl)pyridine-2-carbonyl]amino]butanoic acid